C(=O)C=1C=C(C(=O)O)C=CC1C=1C=NN(C1)C 3-formyl-4-(1-methyl-1H-pyrazol-4-yl)benzoic acid